The molecule is a phenolate anion obtained by deprotonation of the 4-hydroxy group of deoxyherqueinone. It is the major microspecies at pH 7.3. It has a role as an antibacterial agent and a fungal metabolite. It is a conjugate base of a deoxyherqueinone. C[C@@H]1C(C2=C(C3=C4C(=C2O1)C(=CC(=O)C4=C(C(=C3O)OC)O)C)[O-])(C)C